tert-butyl (R)-2-((1-(6-methyl-4-oxo-2-(pyridin-4-yl)-4H-pyrano[2,3-c]pyridin-8-yl)ethyl)amino)benzoate CC=1C=C2C(=C(N1)[C@@H](C)NC1=C(C(=O)OC(C)(C)C)C=CC=C1)OC(=CC2=O)C2=CC=NC=C2